pentylene glycol sulfate S(=O)(=O)(O)OCCCCCO